phenyl α-trimethoxysilylpropionate CO[Si](C(C(=O)OC1=CC=CC=C1)C)(OC)OC